C=1(C(=C(C(=CC1)C=1C=CC=C(C1C#N)C#N)C=1C=CC=C(C1C#N)C#N)C=1C(=CC=CC1)O)O Biphenoldiphthalonitrile